[3-(3,4-difluoroanilino)-1-(2,2,2-trifluoroethyl)pyrazolo[4,3-c]pyridin-6-yl]-(1,4-oxazepan-4-yl)methanone FC=1C=C(NC2=NN(C3=C2C=NC(=C3)C(=O)N3CCOCCC3)CC(F)(F)F)C=CC1F